O=C1N(C(C=C1)=O)CCNC(=O)C1=CC=C2C(OC3(C4=C(C=C(C=C4)N4CC(C4)F)[Si]4(CCCCC4)C4=C3C=CC(=C4)N4CC(C4)F)C2=C1)=O N-(2-(2,5-dioxo-2,5-dihydro-1H-pyrrol-1-yl)ethyl)-3',7'-bis(3-fluoroazetidin-1-yl)-3-oxo-3H-dispiro[isobenzofuran-1,10'-dibenzo[b,e]siline-5',1''-silinane]-6-carboxamide